[2-(4-formylcyclohexyl)indazol-5-yl]-6-methyl-pyridine-2-carboxamide C(=O)C1CCC(CC1)N1N=C2C=CC(=CC2=C1)C=1C(=NC(=CC1)C)C(=O)N